2-(4-(((5-fluoro-6-(2-(4-(trifluoromethyl)phenyl)azetidin-1-yl)pyrimidin-4-yl)amino)methyl)-3-hydroxypiperidin-1-yl)acetamide FC=1C(=NC=NC1N1C(CC1)C1=CC=C(C=C1)C(F)(F)F)NCC1C(CN(CC1)CC(=O)N)O